ClC=1C=CC(=C2CN(C(C12)=O)C)C(=O)C1CC2(CN(C2)CCCC2=CC=3N(C=C2F)C=NN3)C1 7-chloro-4-(2-(3-(6-fluoro-[1,2,4]triazolo[4,3-a]pyridin-7-yl)propyl)-2-azaspiro[3.3]heptane-6-carbonyl)-2-methylisoindolin-1-one